4-((2-ethoxy-3,4-dioxocyclobut-1-en-1-yl)amino)-3-hydroxy-N-isopropyl-N-methylpyridinecarboxamide C(C)OC1=C(C(C1=O)=O)NC1=C(C(=NC=C1)C(=O)N(C)C(C)C)O